1-methyl-N-[[6-(trifluoromethyl)imidazo[1,2-a]pyridin-2-yl]methyl]pyrazole-4-Amine CN1N=CC(=C1)NCC=1N=C2N(C=C(C=C2)C(F)(F)F)C1